(2R)-N-[(1S)-2-hydroxy-1-(3-methylphenyl)ethyl]-2-(6-{2-[(1-methyl-1H-pyrazol-5-yl)amino]pyrimidin-4-yl}-1-oxo-2,3-dihydro-1H-isoindol-2-yl)propanamide OC[C@H](C1=CC(=CC=C1)C)NC([C@@H](C)N1C(C2=CC(=CC=C2C1)C1=NC(=NC=C1)NC1=CC=NN1C)=O)=O